FC=1C=C(C=CC1F)N(C(=O)OCC1CCC(CC1)COCC(=O)O)C1=CC(=CC=C1)F 2-((4-(((3,4-difluorophenyl)(3-fluorophenyl)carbamoyloxy)methyl)cyclohexyl)methoxy)acetic acid